OC1CCC(CC1)C1(C=C(NN1[C@@H](C)C=1C=C(C=CC1)C)C(=O)NC)C(=O)N 5-((1r,4S)-4-hydroxycyclohexyl)-N3-methyl-1-((S)-1-(m-tolyl)ethyl)-1H-pyrazole-3,5-dicarboxamide